(1S,5R)-3-oxabicyclo[3.1.0]-2-hexanone [C@H]12C(OC[C@@H]2C1)=O